(1r,2R,3R,4s,5s,6S,7S,8r)-4-(hydroxymethyl)cubane-1-carboxylic acid methyl ester COC(=O)C12C3C4C5(C3C1C5C24)CO